4-(3-bromo-4-fluorophenyl)-3-(5-chloro-1,2,3-thiadiazol-4-yl)-1,2,4-oxadiazol-5(4H)-one BrC=1C=C(C=CC1F)N1C(=NOC1=O)C=1N=NSC1Cl